ClC=1C=NC=C(C1[C@@H](C)OC=1C=C2C(=NN(C2=CC1)C1OCCCC1)I)Cl 5-((R)-1-(3,5-dichloropyridin-4-yl)ethoxy)-3-iodo-1-(tetrahydro-2H-pyran-2-yl)-1H-indazol